2-amino-4-(3',4'-dichloro-[1,1'-biphenyl]-3-yl)-6-phenylpyridine-3,5-dicarbonitrile NC1=NC(=C(C(=C1C#N)C=1C=C(C=CC1)C1=CC(=C(C=C1)Cl)Cl)C#N)C1=CC=CC=C1